N-((3-(1-(difluoromethyl)-1H-1,2,3-triazol-4-yl)-4'-fluoro-[1,1'-biphenyl]-4-yl)methyl)acrylamide FC(N1N=NC(=C1)C=1C=C(C=CC1CNC(C=C)=O)C1=CC=C(C=C1)F)F